1-(6-aminopyridin-3-yl)-6-chloro-7-{3-[(2-hydroxyethyl)(methyl)amino]-1H-pyrazol-1-yl}-4-oxo-1,4-dihydroquinoline-3-carboxylic acid NC1=CC=C(C=N1)N1C=C(C(C2=CC(=C(C=C12)N1N=C(C=C1)N(C)CCO)Cl)=O)C(=O)O